C1(CCC1)CN[C@H]1CN(CCC1)C1=NC=C(C=C1)CN1N=NC(=C1)C=1C=NC=C(C1)OC (3R)-N-(cyclobutylmethyl)-1-[5-[[4-(5-methoxy-3-pyridyl)triazol-1-yl]methyl]-2-pyridyl]piperidin-3-amine